(Z)-2-cyano-N-(4-ethoxyphenyl)-3-hydroxy-3-(5-methylisoxazol-4-yl)prop-2-enamide C(#N)/C(/C(=O)NC1=CC=C(C=C1)OCC)=C(\C=1C=NOC1C)/O